C1(=CC=CC=C1)C1=CC=C(C=C1C(C)(C)C)C1=NNC=N1 4-phenyl-5-t-butylphenyl-1,2,4-triazole